COC1=CC(=CC2=C1OC(CO2)C=2C=NC(=CC2)OC)CN/C(=C/[N+](=O)[O-])/SC (Z)-N-((8-methoxy-2-(6-methoxypyridin-3-yl)-2,3-dihydrobenzo[b][1,4]dioxin-6-yl)methyl)-1-(methylthio)-2-nitroethenamine